1-isopropyl-1H-pyrazole-3-carboxylate C(C)(C)N1N=C(C=C1)C(=O)[O-]